(E)-N-(4-(4-(benzyloxy)anilino)-3-cyano-7-ethoxyquinolin-6-yl)-3-(furan-2-yl)acrylamide C(C1=CC=CC=C1)OC1=CC=C(NC2=C(C=NC3=CC(=C(C=C23)NC(\C=C\C=2OC=CC2)=O)OCC)C#N)C=C1